FC1=CC=2C(=NN(N2)C2=C(C(=CC=C2)C(C)(C)C2=CC=CC=C2)O)C=C1 5-fluoro-2-(2-hydroxy-3-alpha-cumylphenyl)-2H-benzotriazole